FC=1C(=NC(=CC1)N1CCN(CC1)C)[C@@H](CO)NC(CC)=O N-[(1S)-1-[3-fluoro-6-(4-methylpiperazin-1-yl)pyridin-2-yl]-2-hydroxyethyl]propionamide